N-Methyl-N-[(2S,4S)-2-methylpiperidin-4-yl]-5-[5-(1H-pyrazol-4-yl)pyrazin-2-yl][1,3]thiazolo[5,4-d][1,3]thiazol-2-amin CN(C=1SC=2N=C(SC2N1)C1=NC=C(N=C1)C=1C=NNC1)[C@@H]1C[C@@H](NCC1)C